The molecule is a docosanoid anion that is the conjugate base of 17R,(16)-epoxy-(4Z,7Z,10Z,13Z,19Z)-docosahexa-4,7,10,13,15,19-enoic acid, obtained by deprotonation of the carboxy group; major species at pH 7.3. It is a docosanoid anion, a long-chain fatty acid anion and a polyunsaturated fatty acid anion. It is a conjugate base of a 17R,(16)-epoxy-(4Z,7Z,10Z,13Z,19Z)-docosahexa-4,7,10,13,15,19-enoic acid. CC/C=C\\C[C@@H]1/C(=C\\C=C/C/C=C\\C/C=C\\C/C=C\\CCC(=O)[O-])/O1